O1C(=CC=C1)C1CC1 2-(furan-2-yl)cyclopropane